C(C)(C)C=1C(=NNC1C=1C=C(C=2N(C1)N=CN2)C)C(=O)NC2CCC(CC2)NC2(COC2)C 4-isopropyl-5-(8-methyl-[1,2,4]triazolo[1,5-a]pyridin-6-yl)-N-(4-((3-methyloxetan-3-yl)amino)cyclohexyl)-1H-pyrazole-3-carboxamide